(5Z,9Z)-16,16-diethoxy-5,9-hexadecadiene C(C)OC(CCCCC\C=C/CC\C=C/CCCC)OCC